S1CCN2C1=NC=CC2 2,3-dihydrothiazolo[3,2-a]Pyrimidine